N1C(CCCC1)=[N-] piperidiminide